P(=O)(OC(CCCCCCCCCC)CCCCCCCC)(OCCNCCO)[O-] ethylheptadec-9-yl (2-((2-hydroxyethyl) amino) ethyl) phosphate